di-nonylphenylpentaerythritol diphosphite OP(O)OP(O)O.C(CCCCCCCC)C(C(C(O)(C1=CC=CC=C1)CCCCCCCCC)(CO)CO)O